CC1(C(N(CC(O1)C)C)CC(COC1=CC=CC=C1)O)CC 2,4,6-trimethyl-(2-hydroxy-3-phenoxypropyl)-2-ethylmorpholine